OC1=CC=C(CC2C(NC(N2)=O)=O)C=C1 5-(4-hydroxybenzyl)hydantoin